C1(=CC(=CC=C1)NC(=S)N1C=COC2=C1C=CC=C2)C N-(3-tolyl)-1,4-benzoxazine-4-thiocarboxamide